OC1=C(C(=O)OC)C(=CC(=C1[C@@H]1C=C(CC[C@H]1C(=C)C)C)O)CCCCC methyl 2,4-dihydroxy-3-[(1R,6R)-3-methyl-6-(1-methylvinyl)-2-cyclohexen-1-yl]-6-pentylbenzoate